ClC(COC(=O)N([C@H](CS)C(=O)O)CC1=CC=CC=2C3=CC=CC=C3CC12)(Cl)Cl trichloroethyloxycarbonyl-(s)-fluorenylmethyl-L-cysteine